2-oxaspiro[3.3]heptan-6-amine hydrochloride Cl.C1OCC12CC(C2)N